NC=1C=2N(C(=C(N1)C1=CC(=CC=C1)C#N)C1=CCN(CC1)C(=O)N)N=C(C2)CC2=C(C=CC=C2)F 4-(4-amino-6-(3-cyanophenyl)-2-(2-fluorobenzyl)pyrazolo[1,5-a]pyrazin-7-yl)-5,6-dihydropyridine-1(2H)-carboxamide